O=C1NC(C(N1)(C=1N=CSC1)CNC(=O)C1=NN(N=C1)C1=CC=C(C=C1)F)=O N-{[2,5-dioxo-4-(1,3-thiazol-4-yl)imidazolidin-4-yl]methyl}-2-(4-fluorophenyl)-2H-1,2,3-triazole-4-carboxamide